Methyl 1-(5-methoxy-5-oxopentan-2-yl)-1H-imidazole-5-carboxylate COC(CCC(C)N1C=NC=C1C(=O)OC)=O